C1(CC1)C1=NN=C(O1)C1=CC2=C(N(C(C1)=O)CC1=CC(=C(C=C1)C)F)C=CC=C2 4-(5-cyclopropyl-1,3,4-oxadiazol-2-yl)-1-(3-fluoro-4-methylbenzyl)-1,3-dihydro-2H-benzo[b]azepin-2-one